(R)-(1-(1-(1-(2,4-dichlorophenyl)ethyl)-1H-[1,2,3]triazolo[4,5-b]piperidin-6-yl)azetidin-3-yl)(methyl)carbamic acid tert-butyl ester C(C)(C)(C)OC(N(C)C1CN(C1)[C@@H]1CC2=C(NC1)N=NN2C(C)C2=C(C=C(C=C2)Cl)Cl)=O